2-tertiary-butyl-9,10-bis(naphthalen-2-yl)anthracene C(C)(C)(C)C1=CC2=C(C3=CC=CC=C3C(=C2C=C1)C1=CC2=CC=CC=C2C=C1)C1=CC2=CC=CC=C2C=C1